[Si](C)(C)(C(C)(C)C)OC1CCC2(CC(C2)=O)CC1 7-[tert-butyl(dimethyl)silyl]oxyspiro[3.5]nonan-2-one